(S)-3-(difluoromethyl)-N-(2-(5-fluoro-6-(4-fluorophenyl)-4-(2-hydroxypropan-2-yl)pyridin-2-yl)-2-hydroxy-3-methylbutyl)-8-methoxycinnoline-6-carboxamide FC(C=1N=NC2=C(C=C(C=C2C1)C(=O)NC[C@](C(C)C)(O)C1=NC(=C(C(=C1)C(C)(C)O)F)C1=CC=C(C=C1)F)OC)F